CC=1C=C(C=C(C1)C)C1=NOC(=N1)C1=CC2=C(N(N=N2)CCC)C=C1 5-[3-(3,5-dimethyl-phenyl)-1,2,4-oxadiazol-5-yl]-1-propyl-1H-1,2,3-benzotriazole